N1C(=NC2=C1C=CC=C2)C=2C=C(N)C=CC2 3-(1H-benzo[d]imidazol-2-yl)aniline